FC1=C2C(N(C=NC2=CC(=C1)C=1C=CC=2N(C1)C=C(N2)C)C2CCN(CC2)C(=O)OC(C)(C)C)=O tert-butyl 4-(5-fluoro-7-{2-methylimidazo[1,2-a]pyridin-6-yl}-4-oxoquinazolin-3-yl)piperidine-1-carboxylate